ClC=1C=C(C=CC1)[C@@H]1[C@H](C1)C=1N(C2=CC(=CC=C2C(N1)=O)N(C(OC(C)(C)C)=O)CC=1N=C2N(C=C(C=C2)C2CC2)C1)CC1=CC=C(C=C1)OC tert-butyl (2-((1S,2S)-2-(3-chlorophenyl)cyclopropyl)-1-(4-methoxybenzyl)-4-oxo-1,4-dihydroquinazolin-7-yl)((6-cyclopropylimidazo[1,2-a]pyridin-2-yl)methyl)carbamate